OC[NH+](CO)CO trishydroxymethyl-ammonium